ClC1=NC=NC(=C1)C1=CC=CC2=C1OC1=C2C=CC=C1 4-chloro-6-(dibenzo[b,d]furan-4-yl)pyrimidine